C(C)OC(=O)C=1C=NC(=C(C1)\C=C(/F)\C=1C=NC(=CC1)NCC1CC1)C 5-[(Z)-2-{6-[(cyclopropylmethyl)amino]pyridin-3-yl}-2-fluorovinyl]-6-methylpyridin-3-carboxylic acid ethyl ester